N-(4-((2-(1,1-difluoroethyl)-5-fluoropyrimidin-4-yl)amino)-5-ethoxypyridin-2-yl)acetamide FC(C)(F)C1=NC=C(C(=N1)NC1=CC(=NC=C1OCC)NC(C)=O)F